7-chloro-1-oxo-2H-isoquinoline-4-sulfonyl chloride ClC1=CC=C2C(=CNC(C2=C1)=O)S(=O)(=O)Cl